4-(5-(3-chloro-5-(trifluoromethyl)phenyl)-5-(trifluoromethyl)-4,5-dihydro-isoxazol-3-yl)-1-naphthoyl chloride ClC=1C=C(C=C(C1)C(F)(F)F)C1(CC(=NO1)C1=CC=C(C2=CC=CC=C12)C(=O)Cl)C(F)(F)F